BrC1=CC=C(C=C1)C1(CCC(CC1)CCC)O 1-(4-bromophenyl)-4-propyl-cyclohexanol